C(C)C(C(=O)OCC=1N=NC2=C(N1)C=C(C=C2C=2SC1=C(N2)C(=CC(=C1)OC)Cl)C)C(C=1C=C(C=CC1)C1=C(C=CC=C1C)C)N (8-(4-chloro-6-methoxybenzo[d]thiazol-2-yl)-6-methylbenzo[e][1,2,4]triazin-3-yl)methanol ethyl-3-amino-3-(2',6'-dimethylbiphenyl-3-yl)propanoate